C(C)(C)(C)OC(=O)N1CCC2(CC1)CCN(CC2)CCCN.CC(=CN2CCOCC2)C 4-(2-methylpropan-1-en-1-yl)morpholine tert-butyl-9-(3-aminopropyl)-3,9-diazaspiro[5.5]undecane-3-carboxylate